4-{4-[5-(difluoromethyl)-1,3,4-oxadiazol-2-yl]pyridin-2-yl}-5-[(3-fluorophenyl)methyl]pyrimidine FC(C1=NN=C(O1)C1=CC(=NC=C1)C1=NC=NC=C1CC1=CC(=CC=C1)F)F